1-(4-(6-chloro-7-(5-methyl-1H-indazol-4-yl)-2-(tetrahydrofuran-3-yloxy)quinazolin-4-yl)piperazin-1-yl)prop-2-en-1-one ClC=1C=C2C(=NC(=NC2=CC1C1=C2C=NNC2=CC=C1C)OC1COCC1)N1CCN(CC1)C(C=C)=O